CN1C=NC(=C1)C1=CC(CC1)=O 3-(1-Methyl-1H-imidazol-4-yl)cyclopent-2-en-1-one